iron-magnesium silicate tin cobalt [Co+2].[Sn+4].[Si]([O-])([O-])([O-])[O-].[Mg+2].[Fe+2]